6-dimethylphosphoryl-2-methyl-N-[(1R)-1-[2-methyl-3-(trifluoromethyl)phenyl]ethyl]quinazolin-4-amine CP(=O)(C)C=1C=C2C(=NC(=NC2=CC1)C)N[C@H](C)C1=C(C(=CC=C1)C(F)(F)F)C